FC1=C(C=CC(=C1)F)[C@@H]([C@H](C)OC([C@H](C)NC(=O)C1=NC=CC(=C1OC(C)=O)OC)=O)C(C)C.CN(C)CC1CNC1 3-((dimethylamino)methyl)azetidin [(1S,2S)-2-(2,4-difluorophenyl)-1,3-dimethyl-butyl](2S)-2-[(3-acetoxy-4-methoxy-pyridine-2-carbonyl)amino]propanoate